(4-(4-chloroquinolin-7-yl)-3-fluorophenyl)(7-oxa-2-azaspiro[3.5]nonan-2-yl)methanone ClC1=CC=NC2=CC(=CC=C12)C1=C(C=C(C=C1)C(=O)N1CC2(C1)CCOCC2)F